Cl.C(C)N1CCN(CC1)C1=CC(=NC(=N1)C)NC=1SC=C(N1)C=1C=NC=CC1 [6-(4-Ethyl-piperazin-1-yl)-2-methyl-pyrimidin-4-yl]-(4-pyridin-3-yl-thiazol-2-yl)-amine hydrochloride salt